C(C=C)(=O)N1C[C@@H](CCC1)C(=O)NC1=C(C=C(C=C1)NC(C1=NC(=CC=C1)Br)=O)F (R)-N-(4-(1-acryloylpiperidine-3-carboxamido)-3-fluorophenyl)-6-bromopicolinamide